C(C)(C)(C)OC(=O)N(C=1SC(=C(N1)C(=O)OC)CC(COC1=C(C=C(C=C1)C#CCN(C)C)F)(C)C)C methyl 2-{[(tert-butoxy)carbonyl](methyl)amino}-5-(3-{4-[3-(dimethylamino)prop-1-yn-1-yl]-2-fluorophenoxy}-2,2-dimethylpropyl)-1,3-thiazole-4-carboxylate